(3-(4-butoxy-3-methoxyphenyl)acryloyl)-L-leucine C(CCC)OC1=C(C=C(C=C1)C=CC(=O)N[C@@H](CC(C)C)C(=O)O)OC